C1OC=CC2=C1C=CC(=C2)S(=O)(=O)N 1H-2-benzopyran-6-sulfonamide